CC(C)(C)OC(=O)N1C[C@H](CCC1)OC1=C2C(=C3C(=N1)N(C(=C3C#N)N)C3=C(C(=CC=C3C)OC)C)OC=C2 (3S)-3-{[7-amino-8-cyano-6-(3-methoxy-2,6-dimethylphenyl)furo[2,3-d]pyrrolo[2,3-b]pyridin-4-yl]oxy}hexahydropyridine-1-carboxylic acid 2-methylpropan-2-yl ester